BrC1=C(SC=2N=CN=C(C21)O[C@@H](C(=O)OCC)CC2=C(C=CC(=C2)CC(=O)OC(C)(C)C)OCC2=NC(=NC=C2)OCCC(F)(F)F)C2=CC=C(C=C2)F (R)-ethyl 2-((5-bromo-6-(4-fluorophenyl)thieno[2,3-d]pyrimidin-4-yl)oxy)-3-(5-(2-(tert-butoxy)-2-oxoethyl)-2-((2-(3,3,3-trifluoropropoxy)pyrimidin-4-yl)methoxy)phenyl)propanoate